C(C)(=O)OSCC ethylsulfanyl acetate